C(C)OP1(=NP(=NP(=N1)(F)F)(F)F)F ethoxypentafluorocyclotriphosphazene